CN1C(=NC2=C1C=C(C=C2C)C2CCN(CC2)C2CCN(CCC2)C2CCOCC2)C2=CC=C(C=C2)S(=O)(=O)C 1,4-Dimethyl-2-(4-(methylsulfonyl)phenyl)-6-(1-(1-(tetrahydro-2H-pyran-4-yl)azepan-4-yl)piperidin-4-yl)-1H-benzo[d]imidazol